tert-butyl 3-(3-fluoro-2-{[4-(4-methylphenyl)piperidine-1-carbonyl]amino}phenyl)-2,5-dihydro-1H-pyrrole-1-carboxylate FC=1C(=C(C=CC1)C=1CN(CC1)C(=O)OC(C)(C)C)NC(=O)N1CCC(CC1)C1=CC=C(C=C1)C